(2S,3S)-N-(2-Amino-3-fluoro-4-((4-(trifluoromethyl)benzyl)amino)phenyl)-2,3-difluorodecanamid NC1=C(C=CC(=C1F)NCC1=CC=C(C=C1)C(F)(F)F)NC([C@@H]([C@H](CCCCCCC)F)F)=O